N2-(4,5-difluoro-1H-indol-3-yl)-6-fluoro-N1-methyl-5-(trifluoromethyl)-1H-benzo[d]imidazole-1,2-diamine hydrochloride Cl.FC1=C2C(=CNC2=CC=C1F)NC1=NC2=C(N1NC)C=C(C(=C2)C(F)(F)F)F